C(C1=CC=CC=C1)OC1=NC(=CC=C1C1=CC=C(OCC(=O)NCCOCCNC(OC(C)(C)C)=O)C=C1)OCC1=CC=CC=C1 tert-butyl N-[2-[2-[[2-[4-(2,6-dibenzyloxy-3-pyridyl)phenoxy]acetyl]amino]ethoxy]ethyl]carbamate